CC1CCS(=O)(=O)O1 5-methyloxathiolane 2,2-dioxide